CN1C(CC(CC1(C)C)OC(=O)CC(C(CC(=O)OC1CC(N(C(C1)(C)C)C)(C)C)C(=O)OC1CC(N(C(C1)(C)C)C)(C)C)C(=O)OC1CC(N(C(C1)(C)C)C)(C)C)(C)C Tetrakis(1,2,2,6,6-pentamethyl-4-piperidyl)butane-1,2,3,4-tetracarboxylate